O[C@@H](C)[C@H]1N(C\C(\C1)=N/OC)C(=O)C1=CC=C(C=C1)C1=C(C(=CC=C1)C#N)C (S,S,Z)-4'-(2-(1-hydroxyethyl)-4-(methoxyimino)pyrrolidine-1-carbonyl)-2-methyl-[1,1'-biphenyl]-3-carbonitrile